8-Cyclopentyl-6-ethyl-2-(5-phenyl-pyridin-2-ylamino)-8H-pyrido[2,3-d]pyrimidin-7-one C1(CCCC1)N1C(C(=CC2=C1N=C(N=C2)NC2=NC=C(C=C2)C2=CC=CC=C2)CC)=O